COC=1C=C(C=CC1NC1=CC(=C2C(=N1)NC=C2C(F)(F)F)N2CCOCC2)C(=O)N2CCC(CC2)N2CCN(CC2)C (3-methoxy-4-((4-morpholino-3-(trifluoromethyl)-1H-pyrrolo[2,3-b]pyridin-6-yl)amino)phenyl)(4-(4-methylpiperazin-1-yl)piperidin-1-yl)methanone